3-(3-((4-(4-((1R,2S)-6-hydroxy-2-phenyl-1,2,3,4-tetrahydronaphthalen-1-yl)phenyl)piperazin-1-yl)methyl)phenyl)piperidine-2,6-dione OC=1C=C2CC[C@@H]([C@@H](C2=CC1)C1=CC=C(C=C1)N1CCN(CC1)CC=1C=C(C=CC1)C1C(NC(CC1)=O)=O)C1=CC=CC=C1